2,4,5-trichloro-3,6-dihydroxybenzonitrile ClC1=C(C#N)C(=C(C(=C1O)Cl)Cl)O